6-(trifluoromethyl)benzo[b]thiophene-2-carboxylic acid FC(C=1C=CC2=C(SC(=C2)C(=O)O)C1)(F)F